ethyl (2,2,3,3-tetrafluoro-n-propyl) ether FC(COCC)(C(F)F)F